(3R,3aS,6R,6aS)-hexahydrofuro[3,2-b]furan-3,6-diyl bis(4-methylbenzenesulfonate) CC1=CC=C(C=C1)S(=O)(=O)O[C@H]1[C@@H]2[C@H](OC1)[C@@H](CO2)OS(=O)(=O)C2=CC=C(C=C2)C